C(C)N(S(=O)(=O)C1=CC=C2CCN(CC2=C1)C(C(C)(C)F)=O)[C@@H](C(F)(F)F)C1=CC=C(C=C1)F (R)-N-ethyl-2-(2-fluoro-2-methylpropanoyl)-N-(2,2,2-trifluoro-1-(4-fluorophenyl)ethyl)-1,2,3,4-tetrahydroisoquinoline-7-sulfonamide